(3R)-3-(4-chlorophenyl)-2-[(5-chloropyrimidin-2-yl)methyl]-4-fluoro-6-[2-hydroxy-1-(4-methylpiperazin-1-yl)but-2-yl]-3-[(3S)-oxocyclopent-3-yloxy]-2,3-dihydro-1H-isoindol-1-one ClC1=CC=C(C=C1)[C@@]1(N(C(C2=CC(=CC(=C12)F)C(CN1CCN(CC1)C)(CC)O)=O)CC1=NC=C(C=N1)Cl)O[C@@H]1CC(CC1)=O